Ethyl 5-(5-((tert-butoxycarbonyl) (methyl)amino)-3-fluoropyridin-2-yl)-1-ethyl-1H-pyrazole-4-carboxylate C(C)(C)(C)OC(=O)N(C=1C=C(C(=NC1)C1=C(C=NN1CC)C(=O)OCC)F)C